C1(=CC=CC=C1)N1CCC(CC1)C=O phenyl-piperidine-4-carbaldehyde